FC=1C(=C(C=CC1)B1OC(C(O1)(C)C)(C)C)C(C)C 2-(3-fluoro-2-isopropylphenyl)-4,4,5,5-tetramethyl-1,3,2-dioxaborolane